COCCOCCOC=1C=C(C(=O)NC)C=CC1NCC#C 3-(2-(2-methoxyethoxy)ethoxy)-N-methyl-4-(prop-2-yn-1-ylamino)benzamide